(4-(naphthalen-2-ylmethoxy)benzyl)piperidin-4-amine C1=C(C=CC2=CC=CC=C12)COC1=CC=C(CN2CCC(CC2)N)C=C1